C(C)(C)OC(=O)O[C@](N(C(=O)OC(C)(C)C)C)(CC1=CC=CC=C1)C(=O)O ((isopropoxycarbonyl)oxy)methyl(tert-butoxycarbonyl)-L-Phenylalanine